C[C@@H]1N(C(OC1)=O)CC1=CC=C(C=C1)OC1=CC=C(C=C1)C (4S)-4-methyl-3-{[4-(4-methylphenoxy)phenyl]methyl}1,3-oxazolidin-2-one